1-(6-(2-hydroxy-1-(4-methyl-1-oxo-1,3-dihydroisobenzofuran-5-yl)ethyl)-5,6,7,8-tetrahydropyrido[4,3-d]pyrimidin-2-yl)-1H-indole-3-carbonitrile OCC(C=1C(=C2COC(C2=CC1)=O)C)N1CC2=C(N=C(N=C2)N2C=C(C3=CC=CC=C23)C#N)CC1